BrCCCN1C=NC=C1 1-(3-bromopropyl)-1H-imidazole